3-(4-morpholinyl)propionic acid N1(CCOCC1)CCC(=O)O